ClC=1C(=NC(=NC1)NC1=C(C=C(C=C1)N1CCN(CC1)C)OC(F)(F)F)NC=1C=CC=C2CNC(C12)=O 7-((5-chloro-2-((4-(4-methylpiperazin-1-yl)-2-(trifluoromethoxy)phenyl)amino)pyrimidin-4-yl)amino)isoindolin-1-one